FC(C(=O)O)(F)F.N[C@@H]1CC(CCC1)C1=C2C(=C(NC2=C(C=C1F)C(=O)N)C)C 4-((3S)-3-aminocyclohexyl)-5-fluoro-2,3-dimethyl-1H-indole-7-carboxamide 2,2,2-trifluoroacetate